ClC=1C=C(C=CC1)CN(C(CC1=NN=C2N1C=C(C=C2)F)=O)C2=CC=C(C=C2)C=2C=NNC2 N-[(3-chlorophenyl)methyl]-2-(6-fluoro-[1,2,4]triazolo[4,3-a]pyridin-3-yl)-N-[4-(1H-pyrazol-4-yl)phenyl]acetamide